(E)-4-(2-([1,1'-biphenyl]-4-ylsulfinyl)-2-phenylvinyl)sulfophenyl-1,1'-biphenyl C1(=CC=C(C=C1)S(=O)/C(=C/C1=C(C(=C(C=C1)C1=CC=CC=C1)C1=CC=CC=C1)S(=O)(=O)O)/C1=CC=CC=C1)C1=CC=CC=C1